N-(R)-4-aza-1-indanyl(2-(3-isopropyl-6-(5-methoxy-1,3,4-oxadiazol-2-yl)-1,1-dioxo-5-[2-(tetrahydro-2H-pyran-4-yl)ethyl]-1λ6-thia-4-aza-7-indanyl)-1-thia-6-aza-7-indenyl)amine C1(CCC2=NC=CC=C12)NC=1N=CC=C2C=C(SC12)C=1C(=C(N=C2C(CS(C12)(=O)=O)C(C)C)CCC1CCOCC1)C=1OC(=NN1)OC